3-tert-butyldimethylsilyl-trimethylsilyl-butyne [Si](C)(C)(C(C)(C)C)C(C#C[Si](C)(C)C)C